2-(6-benzyl-5-methyl-4-(methylthio)pyridazin-3-yl)ethanol C(C1=CC=CC=C1)C1=C(C(=C(N=N1)CCO)SC)C